CC=1NC(=CC1C1=CC2=CC=CC=C2C=C1)C1=CC2=CC=CC=C2C=C1 2-methyl-3,5-di(naphthalen-2-yl)-1H-pyrrole